butyl 3-(3-cyano-5-(5-((cyclopropylmethylamino)(phenyl)methyl)-2-fluorophenylcarbamoyl)-1H-pyrazol-1-yl)benzylcarbamate C(#N)C1=NN(C(=C1)C(NC1=C(C=CC(=C1)C(C1=CC=CC=C1)NCC1CC1)F)=O)C=1C=C(CNC(OCCCC)=O)C=CC1